5-bromo-2-(isobutyryl-oxy)-3-((1-methoxy-3-methyl-1-oxobutan-2-ylimino)methyl)phenyl 4-methylbenzoate CC1=CC=C(C(=O)OC2=C(C(=CC(=C2)Br)C=NC(C(=O)OC)C(C)C)OC(C(C)C)=O)C=C1